COC=1C=C(C=C(C1)OC)C=1C=C2CC(C(C2=CC1)NC(O[C@@H]1CN2CCC1CC2)=O)(CC)CC (S)-quinuclidin-3-yl (5-(3,5-dimethoxyphenyl)-2,2-diethyl-2,3-dihydro-1H-inden-1-yl)carbamate